C1(CCCCC1)NCCO 2-(cyclohexylamino)-1-ethanol